ethyl ((4-(((2S*,4R*)-2-methyl-1-propionyl-1,2,3,4-tetrahydroquinolin-4-yl)amino)phenyl)carbamoyl)glycinate C[C@@H]1N(C2=CC=CC=C2[C@@H](C1)NC1=CC=C(C=C1)NC(=O)NCC(=O)OCC)C(CC)=O |o1:1,9|